FC(C(=O)O)(F)F.NCC1CN(C1)C1=C2C(=NC=C1)N(CC2)C(=O)NC2=CC1=CN(N=C1C(=C2)F)C 4-(3-(aminomethyl)azetidin-1-yl)-N-(7-fluoro-2-methyl-2H-indazol-5-yl)-2,3-dihydro-1H-pyrrolo[2,3-b]pyridine-1-carboxamide 2,2,2-trifluoroacetate